CC=1C(=CC=2C(C3=C(N=C(S3)N3CCCCC3)OC2C1)=O)C 6,7-dimethyl-2-(piperidin-1-yl)-9H-chromeno[2,3-d]thiazol-9-one